3-Z-[1-(4-(2,6-dimethylpiperidin-1-yl-methyl)-anilino)-1-phenyl-methylene]-6-carbamoyl-2-indolinone CC1N(C(CCC1)C)CC1=CC=C(N\C(\C2=CC=CC=C2)=C\2/C(NC3=CC(=CC=C23)C(N)=O)=O)C=C1